C(CCCCCCCCC\C=C\CCCCCC)(=O)OCCCCCCCCCCCCCCCCCCC nonadecyl vaccenate